C(C)(C)(C)OC(NC(C)(C)C)=O 2-methylpropane-2-carbamic acid tert-butyl ester